C(C)OC(=O)C=1C(C=C2N(C(CN3N=C4C(=CC=CC4=C32)OCC3CN(C3)C(=O)OC(C)(C)C)C(C)(C)C)C1)=O 10-((1-(tert-Butoxycarbonyl)azetidin-3-yl)methoxy)-6-(tert-butyl)-2-oxo-6,7-dihydro-2H-pyrido[2',1':3,4]pyrazino[1,2-b]indazole-3-carboxylic acid ethyl ester